FC([C@@H](C)N)(F)F (R)-1,1,1-trifluoropropylamine